BrC1=C2C(NC(C2=CC=C1)=O)=O 4-bromoisoindoline-1,3-dione